(2,2,2-trifluoroethyl) (2,2,3,3,3-pentafluoro-n-propyl) sulfide FC(CSCC(F)(F)F)(C(F)(F)F)F